5-bromo-3-(2-(3-(2,6-dimethylphenyl)-4-oxothiazolidine-2-ylidene)hydrazono)indol-2-one BrC=1C=C2C(C(NC2=CC1)=O)=NN=C1SCC(N1C1=C(C=CC=C1C)C)=O